N-hexadecyltrimethyl-ammonium chloride [Cl-].C(CCCCCCCCCCCCCCC)[N+](C)(C)C